ClC1=CC=C(C=C1)N(C(=O)C=1N=CC=2N(C1)C(=CN2)C2=CC=C(C=C2)NC(OCC)=O)C ethyl N-[4-[6-[(4-chlorophenyl)-methyl-carbamoyl]imidazo[1,2-a]pyrazin-3-yl]phenyl]carbamate